CC(=CCCC(=O)C(O)C(CO)(CO)CO)CCCC(CCCC(CCCC(C)C)C)C (5,9,13,17-tetramethyloctadeca-4-enoyl)pentaerythritol